benzo[d]oxazol-2-yl-(2-methyl-3-phenyl-2,4,5,7-tetrahydro-6H-pyrazolo[3,4-c]pyridin-6-yl)methanone O1C(=NC2=C1C=CC=C2)C(=O)N2CC=1C(CC2)=C(N(N1)C)C1=CC=CC=C1